tert-butyl (3S,4R)-3-fluoro-4-((methylsulfonyl)oxy)piperidine-1-carboxylate F[C@H]1CN(CC[C@H]1OS(=O)(=O)C)C(=O)OC(C)(C)C